NC1=C2C(=NC(=C1)OC=1C(=CC(=NC1)C#N)C)N(C=N2)C 5-(7-amino-3-methyl-3H-imidazo[4,5-b]pyridin-5-yloxy)-4-methyl-pyridine-2-carbonitrile